5-isopropoxy-3-bromo-2(5H)furanone C(C)(C)OC1C=C(C(O1)=O)Br